N(N)C=1C=2N(C=NC2N(CN1)C)C 6-hydrazino-3,7-dimethyl-7H-purine